hydroxy-α-methylpentanoic acid OC(C(=O)O)(CCC)C